Diethyl [4-(trifluoromethyl)phenyl]methylphosphonate FC(C1=CC=C(C=C1)CP(OCC)(OCC)=O)(F)F